(Z)-2-amino-N'-(benzoyloxy)-5-bromo-nicotinamidine NC1=C(/C(=N/OC(C2=CC=CC=C2)=O)/N)C=C(C=N1)Br